ClC=1C=C(C=CC1)N1N=C(C2=C1C(NCC2)=O)C(=O)OCC Ethyl 1-(3-chlorophenyl)-4,5,6,7-tetrahydro-7-oxo-1H-pyrazolo[3,4-c]pyridine-3-carboxylate